methyl-Oxyphosphonic acid COP(O)(O)=O